FC1=C(C=C(C=C1)F)NC1=C(C=C(C=C1)S(=O)(=O)NC)C1=NN=NN1C 4-((2,5-difluorophenyl)amino)-N-methyl-3-(1-methyl-1H-tetrazol-5-yl)benzenesulfonamide